32-methyltritriacontyl eicos-13-enoate C(CCCCCCCCCCCC=CCCCCCC)(=O)OCCCCCCCCCCCCCCCCCCCCCCCCCCCCCCCC(C)C